N(N)C(OCC1CCC(CC1)(C)O)=S O-(((1r,4r)-4-hydroxy-4-methylcyclohexyl) methyl) hydrazinethiocarboxylate